5-benzoyl-1H-benzimidazol C(C1=CC=CC=C1)(=O)C1=CC2=C(NC=N2)C=C1